FC=1C=C2C=NC(NC2=CC1)=O 6-fluoroquinazolin-2(1H)-one